(S)-pyrrolidin-2-yl-isochroman-8-carbonitrile N1C(CCC1)[C@H]1OCCC2=CC=CC(=C12)C#N